Cl.C(C)(C)C1=NNC(=C1)C 3-isopropyl-5-methyl-1H-pyrazole hydrochloride